C1[N]CC2C1CCC2 hexahydro-1H-2λ2-cyclopenta[c]pyrrole